methyl-[(6-chloro-3-tetrahydropyran-4-yl-4-quinolinyl) amino]-5-methyl-benzoate CC=1C(=C(C(=O)[O-])C=C(C1)C)NC1=C(C=NC2=CC=C(C=C12)Cl)C1CCOCC1